tert-butyl 2-(2-chloro-6-(6-(methylcarbamoyl)pyrimidin-4-yl)pyridin-4-yl)-2-methylmorpholine-4-carboxylate ClC1=NC(=CC(=C1)C1(CN(CCO1)C(=O)OC(C)(C)C)C)C1=NC=NC(=C1)C(NC)=O